1-(quinolin-3-yl)-4,6-dihydropyrrolo[3,4-c]pyrazole-5(1H)-carbonitrile N1=CC(=CC2=CC=CC=C12)N1N=CC2=C1CN(C2)C#N